2-[4-[5-Amino-4-cyano-1-(1,2,2,2-tetradeuterio-1-methylethyl)pyrazol-3-yl]phenyl]-N-[3-(2,2-dimethylpropyl)isoxazol-5-yl]propanamide NC1=C(C(=NN1C(C([2H])([2H])[2H])(C)[2H])C1=CC=C(C=C1)C(C(=O)NC1=CC(=NO1)CC(C)(C)C)C)C#N